3,6-diaza-cycloheptane C1CNCCNC1